C(C)OC(=O)[C@H]1C2CCC([C@@H]1NC1=NC(=NC(=C1F)C=1SC=CC1)Br)CC2 (2S,3S)-3-((2-bromo-5-fluoro-6-(thiophen-2-yl)pyrimidin-4-yl)amino)bicyclo[2.2.2]Octane-2-carboxylic acid ethyl ester